C1(CC1)C1=C(C(=NO1)C1=C(C=CC=C1Cl)Cl)[C@H]1[C@H]2CN([C@@H](C1)C2)C=2SC1=C(N2)C(=CC(=C1)C(=O)OC)O[C@@H]1COCC1 methyl 2-[(1S,4S,5R)-5-[[5-cyclopropyl-3-(2,6-dichlorophenyl)-1,2-oxazol-4-yl]]-2-azabicyclo[2.2.1]heptan-2-yl]-4-[(3S)-oxolan-3-yloxy]-1,3-benzothiazole-6-carboxylate